tert-butyl 4-((2,4-dichlorobenzyl)carbamoyl)piperidine-1-carboxylate ClC1=C(CNC(=O)C2CCN(CC2)C(=O)OC(C)(C)C)C=CC(=C1)Cl